4-[2-[4-[1-(3,3-difluoro-2H-benzofuran-6-yl)-5-methyl-pyrazol-3-yl]piperazin-1-yl]ethyl]morpholine FC1(COC2=C1C=CC(=C2)N2N=C(C=C2C)N2CCN(CC2)CCN2CCOCC2)F